4,10,11-trimethoxy-3,6,7,9,14,14a-hexahydroimidazo[4,5-H]isoquinolino[3,2-a]isoquinoline-2(1H)-thione COC1=CC=2CCN3C(C2C2=C1NC(N2)=S)CC=2C=CC(=C(C2C3)OC)OC